ethyl 2-(2-((7-(2-(aminomethyl)pyridin-4-yl)-4-fluorobenzofuran-5-yl)methoxy)-4-methoxyphenyl)acetate NCC1=NC=CC(=C1)C1=CC(=C(C=2C=COC21)F)COC2=C(C=CC(=C2)OC)CC(=O)OCC